[N+](=O)([O-])N1C(N=C(N=C1N)N)N (E)-nitro-2,4,6-triamino-1,3,5-triazine